FC1=C(C=CC=C1)N1CCC(CC1)OC[C@@H]1N(CCC[C@@H]1NS(=O)(=O)C)C(=O)OC(C)C isopropyl cis-2-(((1-(2-fluorophenyl)piperidin-4-yl)oxy)methyl)-3-((methylsulfonyl)amino)piperidine-1-carboxylate